CC1(O[C@@H]2[C@H](O1)[C@@H]([C@H](O2)C=O)OCC2=CC1=CC=CC=C1C=C2)C (3ar,5s,6r,6ar)-2,2-dimethyl-6-(naphthalen-2-ylmethoxy)tetrahydrofurano[3,2-d][1,3]dioxolane-5-carbaldehyde